C(C1=CC=CC=C1)(=O)NCC1=NOC(C1)(C(=O)N[C@@H](CC(C)C)B1OCC(O1)C(C(C(CO)O)O)O)CC1=CC=CC=C1 3-(benzamidomethyl)-5-benzyl-N-((1R)-3-methyl-1-(4-(1,2,3,4-tetrahydroxybutyl)-1,3,2-dioxaborolan-2-yl)butyl)-4,5-dihydroisoxazole-5-carboxamide